FC(C1CCN(CC1)C(=O)NC1=CN=NC=C1)(S(=O)(=O)C1=C2C=NN(C2=CC=C1)C)F 4-(difluoro((1-methyl-1H-indazol-4-yl)sulfonyl)methyl)-N-(pyridazin-4-yl)piperidine-1-carboxamide